IC=1OC=2C(C1)=C(C=CC2)C(=O)O 2-iodobenzofuran-4-carboxylic acid